3,4-dimethyl-1-phenyl-1H-pyrazol-5(4H)-one CC1=NN(C(C1C)=O)C1=CC=CC=C1